3-(4-((3-(2-(2-(2-((4-((3,5-dichloropyridin-4-yl)amino)-7-methoxy-2-oxo-2H-chromen-8-yl)oxy)ethoxy)ethoxy)ethoxy)propyl)amino)-1-oxoisoindolin-2-yl)piperidine-2,6-dione ClC=1C=NC=C(C1NC1=CC(OC2=C(C(=CC=C12)OC)OCCOCCOCCOCCCNC1=C2CN(C(C2=CC=C1)=O)C1C(NC(CC1)=O)=O)=O)Cl